7-fluoro-9-methyl-2-(2-methylimidazo[1,2-b]pyridazin-6-yl)pyrido[1,2-a]pyrimidin-4-one FC=1C=C(C=2N(C(C=C(N2)C=2C=CC=3N(N2)C=C(N3)C)=O)C1)C